tert-butyl 3-((3-(benzylcarbamoyl)-6-chloropyridazin-4-ylamino)methyl)pyrrolidine-1-carboxylate C(C1=CC=CC=C1)NC(=O)C=1N=NC(=CC1NCC1CN(CC1)C(=O)OC(C)(C)C)Cl